acetamidopropyl-trimethoxysilane C(C)(=O)NCCC[Si](OC)(OC)OC